tert-Butyl 1,3,4,12b-tetrahydro-2H-xantheno[9,1-cd]azepine-2-carboxylate C1N(CCC2=C3C1C1=CC=CC=C1OC3=CC=C2)C(=O)OC(C)(C)C